anthraquinone-1-sulfonic acid C1(=CC=CC=2C(C3=CC=CC=C3C(C12)=O)=O)S(=O)(=O)O